2-({4-[2-(4-Chloro-2-fluorophenyl)-2-methyl-1,3-benzodioxol-4-yl]piperidin-1-yl}methyl)-1-[(2S)-oxetan-2-ylmethyl]-1H-benzimidazol ClC1=CC(=C(C=C1)C1(OC2=C(O1)C=CC=C2C2CCN(CC2)CC2=NC1=C(N2C[C@H]2OCC2)C=CC=C1)C)F